C(C)(C)(C)S(=O)(=O)C=1C(=CC=2N(C1)C=CN2)OCCO 2-((6-(tert-butylsulfonyl)imidazo[1,2-a]pyridin-7-yl)oxy)ethan-1-ol